O1C(=CC=2C=NC=CC21)C=2OC1=C(C=C(C=C1C(C2C)=O)C)C(C)NC2=C(C(=O)O)C=CC=C2 2-[1-(2-Furo[3,2-c]pyridin-2-yl-3,6-dimethyl-4-oxo-chromen-8-yl)ethylamino]benzoic acid